{(4S)-8-fluoro-2-[4-(3-methoxyphenyl)-piperazin-1-yl]-3-[2-methoxy-5-(trifluoromethyl)-phenyl]-3,4-dihydroquinazolin-4-yl}acetic acid methyl ester COC(C[C@@H]1N(C(=NC2=C(C=CC=C12)F)N1CCN(CC1)C1=CC(=CC=C1)OC)C1=C(C=CC(=C1)C(F)(F)F)OC)=O